N-(2-((2S,4S)-4-Amino-2-(hydroxymethyl)pyrrolidin-1-yl)-4-(4-cyanopyridin-3-yl)phenyl)-2-(2-fluoro-6-methoxyphenyl)pyrimidine-4-carboxamide N[C@H]1C[C@H](N(C1)C1=C(C=CC(=C1)C=1C=NC=CC1C#N)NC(=O)C1=NC(=NC=C1)C1=C(C=CC=C1OC)F)CO